C(C)(C)(C)OC(=O)N1CC[C@H]([C@@H](CC1)C1=CC=C(C=C1)OC)C=O (trans)-4-formyl-5-(4-methoxyphenyl)azepane-1-carboxylic acid tert-butyl ester